FC1=C(C=CC(=C1C=1C=C2C=NC(=NC2=CC1)NC1CN(CCC1)C)F)NS(=O)(=O)C=1C=2CCC(C2C=C(C1)F)O N-(2,4-difluoro-3-{2-[(1-methylpiperidin-3-yl)amino]quinazolin-6-yl}phenyl)-6-fluoro-1-hydroxy-2,3-dihydro-1H-indene-4-sulfonamide